O1COC2=C1C=CC(=C2)C(C)N2CCN(CC2)C=2SC=C(N2)C2=CC=CC=C2 2-(4-(1-(benzo[d][1,3]dioxol-5-yl)ethyl)piperazin-1-yl)-4-phenylthiazole